FC1=C(C(=CC=C1)OC)C1=CC2=C(N(C=N2)C)C=C1C(=O)OC methyl 5-(2-fluoro-6-methoxyphenyl)-1-methyl-1H-benzo(d)imidazole-6-carboxylate